N-(5-fluoropyridin-3-yl)-3-(imidazo[1,2-b]pyridazin-6-yl)-1H-pyrrolo[2,3-b]pyridine-5-carboxamide FC=1C=C(C=NC1)NC(=O)C=1C=C2C(=NC1)NC=C2C=2C=CC=1N(N2)C=CN1